1-(3-allyl-pyridine-2-yl)piperazine C(C=C)C=1C(=NC=CC1)N1CCNCC1